NC=1C(NC2=CC=C(C=C2C1C1=C2C=NNC2=C(C=C1)F)Cl)=O 3-amino-6-chloro-4-(7-fluoro-1H-indazol-4-yl)-1H-quinolin-2-one